(S)-4-((2-(3-(Aminomethyl)pyrrolidin-1-yl)-1H-benzo[d]imidazol-1-yl)methyl)benzonitril NC[C@H]1CN(CC1)C1=NC2=C(N1CC1=CC=C(C#N)C=C1)C=CC=C2